[2-chloro-3-(2-naphthyloxycarbothioylamino)phenyl]boronic acid ClC1=C(C=CC=C1NC(=S)OC1=CC2=CC=CC=C2C=C1)B(O)O